Cl.C(C1=CC=CC=C1)OC1CNCC1 3-(benzyloxy)pyrrolidine hydrochloride